(R)-7-benzamido-4-((1-(3-(difluoromethyl)-2-fluorophenyl)ethyl)amino)-N,N,2-trimethylpyrido[2,3-d]pyrimidine-6-carboxamide C(C1=CC=CC=C1)(=O)NC=1C(=CC2=C(N=C(N=C2N[C@H](C)C2=C(C(=CC=C2)C(F)F)F)C)N1)C(=O)N(C)C